5-(2-fluoro-2-methylpropoxy)-1-(hydroxymethyl)-4-Oxo-3,4-dihydropyridin FC(COC=1C(CCN(C1)CO)=O)(C)C